7-(3-amino-8-ethynyl-7-fluoronaphthalen-1-yl)-8-fluoro-2-(((2R,7aS)-2-fluorotetrahydro-1H-pyrrolizin-7a(5H)-yl)methoxy)pyrido[4,3-d]pyrimidin-4-ol NC=1C=C(C2=C(C(=CC=C2C1)F)C#C)C1=C(C=2N=C(N=C(C2C=N1)O)OC[C@]12CCCN2C[C@@H](C1)F)F